NC=1C=CC(=NC1)C(=O)N1CCN(CC1)CC (5-aminopyridin-2-yl)(4-ethylpiperazin-1-yl)methanone